(ethoxycarbonyl)-1H-imidazol C(C)OC(=O)N1C=NC=C1